N-(7-((2,4-dimethylbenzyl)amino)-1-methyl-1H-pyrazolo[3,4-c]pyridin-4-yl)-2-(3-methyl-5-(4-(trifluoromethyl)phenyl)morpholinyl)-2-oxoacetamide CC1=C(CNC=2N=CC(=C3C2N(N=C3)C)NC(C(=O)N3C(COCC3C3=CC=C(C=C3)C(F)(F)F)C)=O)C=CC(=C1)C